FC(OC1=CC=C(C=C1)C1(CC1)C(=O)NC1[C@H]2CC[C@@H]([C@H](C1)C)N2C2=NN=NN2)F 1-(4-(difluoromethoxy)phenyl)-N-((1R,4S,5S)-4-methyl-8-(1H-tetrazol-5-yl)-8-azabicyclo[3.2.1]octan-2-yl)cyclopropane-1-carboxamide